4-((4,6-dimethylpyridin-2-ylmethoxy)phenyl)-2-oxo-6-(trifluoromethyl)-1,2-dihydropyridine-3-carboxamide CC1=CC(=NC(=C1)C)COC1=C(C=CC=C1)C1=C(C(NC(=C1)C(F)(F)F)=O)C(=O)N